5-bromo-6-isopropoxy-2-(tetrahydro-2H-pyran-3-yl)-2H-indazole BrC1=CC2=CN(N=C2C=C1OC(C)C)C1COCCC1